(S)-N-(4-(3-aminopiperidin-1-yl)-5-(1-(2,2,2-trifluoroethyl)-1H-pyrazol-4-yl)pyridin-2-yl)-2-(2-fluoro-6-methoxyphenyl)pyrimidin-4-amine N[C@@H]1CN(CCC1)C1=CC(=NC=C1C=1C=NN(C1)CC(F)(F)F)NC1=NC(=NC=C1)C1=C(C=CC=C1OC)F